N'-(4-(3-((2-bromo-5-fluorobenzyl)oxy)oxetan-3-yl)-2,5-dimethylphenyl)-N-ethyl-N-methylformimidamide BrC1=C(COC2(COC2)C2=CC(=C(C=C2C)N=CN(C)CC)C)C=C(C=C1)F